C1=CC=CC=2C3=CC=CC=C3N(C12)C1=CC=2C3(C4=CC(=CC=C4C2C=C1)N1C2=CC=CC=C2C=2C=CC=CC12)C1=CC=CC=C1C=1C=CC=CC13 2,7-Bis(carbazol-9-yl)-9,9-spirobifluorene